tert-butyl (3R,4S)-4-(3-hydroxy-4-methyl-2-oxopyrrolidin-1-yl)piperidine-1-carboxylate O[C@H]1C(N(C[C@@H]1C)C1CCN(CC1)C(=O)OC(C)(C)C)=O